C(C1=CC=CC=C1)N[C@@H]1C[C@H]([C@H](CC1)O)C |r| rac-(1S,2R,4S)-4-(benzylamino)-2-methylcyclohexan-1-ol